(6R,7R)-3-methyl-7-[(R)-2-amino-2-phenylacetylamino]-8-oxo-5-thia-1-azabicyclo[4.2.0]oct-2-ene-2-carboxylic acid CC1=C(N2C([C@H]([C@H]2SC1)NC([C@@H](C1=CC=CC=C1)N)=O)=O)C(=O)O